(6S)-6-tert-butyl-N-{(1R)-3-[3-(hydroxymethyl)azetidin-1-yl]-1-phenylpropyl}-5,6,7,8-tetrahydrothieno[2,3-b]quinoline-2-carboxamide C(C)(C)(C)[C@@H]1CC=2C=C3C(=NC2CC1)SC(=C3)C(=O)N[C@H](CCN3CC(C3)CO)C3=CC=CC=C3